FC(OC1=CC=C(C=C1)C1=NC2=C(N1CC1=C(C=CC=C1)SCC=1C=C(C=CC1)CC(=O)O)C=CC=C2)(F)F 2-(3-(((2-((2-(4-(trifluoromethoxy)phenyl)-1H-benzo[d]imidazol-1-yl)methyl)phenyl)thio)methyl)phenyl)acetic acid